((2S,7aR)-2-(trifluoromethoxy)tetrahydro-1H-pyrrolizin-7a(5H)-yl)methanol trifluoroacetic acid salt FC(C(=O)O)(F)F.FC(O[C@H]1C[C@]2(CCCN2C1)CO)(F)F